(S)-2-(6-(2-chloro-5-fluoropyrimidin-4-yl)-8-fluoro-3-methyl-3,4-dihydro-5-oxa-1,2a-diazaacenaphthylene-2-yl)propan-2-ol ClC1=NC=C(C(=N1)C1=C2OC[C@@H](N3C(=NC(C(=C1)F)=C32)C(C)(C)O)C)F